1-(6-hydroxyhexanoyl)-2-sulfanylidene-1,2,3,4-tetrahydropyrimidin-4-one OCCCCCC(=O)N1C(NC(C=C1)=O)=S